1-(3,5-dichloropyridin-4-yl)propoxyl-N-(1-methyl-1H-pyrazol-4-yl)-1H-indazole-3-carboxamide ClC=1C=NC=C(C1C(ON1N=C(C2=CC=CC=C12)C(=O)NC=1C=NN(C1)C)CC)Cl